2-(1-{6-[(2-[18F]Fluoroethyl)(methyl)amino]2-naphthyl}ethylidene)malononitrile [18F]CCN(C=1C=C2C=CC(=CC2=CC1)C(C)=C(C#N)C#N)C